methyl 4-hydroxy-2-methoxy-pyridine-3-carboxylate OC1=C(C(=NC=C1)OC)C(=O)OC